(1s,3s)-3-(6-methylpyrazolo[1,5-a]pyridin-7-yl)cyclobutyl 1H-imidazole-1-carboxylate N1(C=NC=C1)C(=O)OC1CC(C1)C1=C(C=CC=2N1N=CC2)C